C(C)(=O)N[C@H](C(=O)N[C@H](C(=O)NCC=1C=C(OCCC2CN(CCO2)C(=O)OC(C)(C)C)C=CC1C)CCC1=CC=CC=C1)CCC(=O)OC(C)(C)C tert-butyl 2-(2-(3-(((S)-2-((S)-2-acetamido-5-(tert-butoxy)-5-oxopentanamido)-4-phenylbutanamido) methyl)-4-methylphenoxy) ethyl)morpholine-4-carboxylate